3-bromo-(1,2,4)triazolo(4,3-a)pyridine BrC1=NN=C2N1C=CC=C2